OC(CCCCCCCCCC(=O)O)CC=CCC=CCCCC 11-Hydroxy-heneicosa-13,16-dienoic acid